FC=1C=C2C(C(=CN3C2=C(C1F)SCC3)C(=O)OCC)=O ethyl 9,10-difluoro-7-oxo-2,3-dihydro-7H-[1,4]thiazino[2,3,4-ij]quinoline-6-carboxylate